C(CCC)N(C([S-])=S)CCCC.C(CCC)N(C([S-])=S)CCCC.[Mo+2]=O molybdenum oxide bis(dibutyl dithiocarbamate)